ClC=1C(=C(C(=CC1)C(F)(F)F)C1=NC(=CC(N1)=O)C1=CN=C(S1)C#CC1CC1)F 2-[3-chloro-2-fluoro-6-(trifluoromethyl)phenyl]-6-[2-(cyclopropylethynyl)thiazol-5-yl]pyrimidin-4(3H)-one